CC(C1=CC=CC=C1)C1=C(C(C(=O)[O-])=CC(=C1)C(C1=CC=CC=C1)C)O.[Zn+2].CC(C1=CC=CC=C1)C1=C(C(C(=O)[O-])=CC(=C1)C(C1=CC=CC=C1)C)O Zinc 3,5-bis(α-methylbenzyl)salicylate